C1(CC1)NC(=O)C1=C(C=C(C=C1OC)C1=CN=C2N1C=CC(=C2)C2CN(C2)C(=O)OC(C)(C)C)OC(F)F tert-butyl 3-[3-[4-(cyclopropylcarbamoyl)-3-(difluoromethoxy)-5-methoxyphenyl] imidazo[1,2-a]pyridin-7-yl]azetidine-1-carboxylate